C(C)O[Si](CCCNC(CCCC(CCCCC)O)=O)(OCC)OCC N-(3-triethoxysilylpropyl)-5-hydroxy-decanoamide